C(C1=CC=CC=C1)(=O)C1=CC=CC=C1 4'-Benzophenone